S(=O)(=O)(C1=CC=C(C)C=C1)N1C=CC=2N=C(N=C(C21)NC=2N=CN(C2)C2=CC(=C(C(=C2)OC)OC)OC)N2[C@@H](CCC2)C(=O)N (S)-1-(5-tosyl-4-((1-(3,4,5-trimethoxyphenyl)-1H-imidazol-4-yl)amino)-5H-pyrrolo[3,2-d]pyrimidin-2-yl)pyrrolidine-2-carboxamide